[C@H]12COC[C@@H]2C1NC(=O)C=1C=C(C2=C([C@H](CO2)C2=CC=CC=C2)C1)C(=O)NC (R)-N5-((1R,5S,6r)-3-Oxabicyclo[3.1.0]hexan-6-yl)-N7-methyl-3-phenyl-2,3-dihydrobenzofuran-5,7-dicarboxamid